Monosodium 5-sulfonatosalicylaldehyde S(=O)(=O)([O-])C1=CC=C(C(C=O)=C1)O.[Na+]